C1(CCCCC1)CCCC[Si](OCC)(OCC)OCC (cyclohexyl)butyltriethoxysilane